O1C(=CC=C1)C(O)C(=O)C(C=1OC=CC1)O 2-furylhydroxymethyl ketone